aurous bromide [Au]Br